COC(C(CO)NCC1=CC=C(C=C1)OC)=O 3-hydroxy-2-[(4-methoxyphenyl)methylamino]Propionic acid methyl ester